NC1=C(OCCCN(C(OC(C)(C)C)=O)C)C=C(C=C1)C(NC1=CC(=CC=C1)C1=CC2=C(N(C=N2)C)C=C1C(F)(F)F)=O tert-butyl (3-(2-amino-5-((3-(1-methyl-6-(trifluoromethyl)-1H-benzo[d]imidazol-5-yl)phenyl)carbamoyl)phenoxy)propyl)(methyl)carbamate